ethyl 4-bromo-6-[(1-methylpiperidin-4-yl)amino]furo[2,3-g]quinoline-2-carboxylate BrC1=C2C(=CC=3C=CC(=NC13)NC1CCN(CC1)C)OC(=C2)C(=O)OCC